C(C1=CC=CC=C1)OP(=O)(OCC1=CC=CC=C1)OC1=C2C(=C3[C@@H](CN(C3=C1)C(=O)OC(C)(C)C)CCl)C(=CS2)C tert-butyl (S)-4-((bis(benzyloxy)phosphoryl)oxy)-8-(chloromethyl)-1-methyl-7,8-dihydro-6H-thieno[3,2-e]indole-6-carboxylate